(1R,2R)-2-fluoro-N-{6-[3-({6-[(1S)-1-hydroxypropyl]-4-methylpyridin-3-yl}amino)-1-methylpyrazol-4-yl]pyrimidin-4-yl}cyclopropane-1-carboxamide F[C@H]1[C@H](C1)C(=O)NC1=NC=NC(=C1)C=1C(=NN(C1)C)NC=1C=NC(=CC1C)[C@H](CC)O